6-Chloro-3-((10-hydroxy-7-((R)-4,4,4-trifluoro-2-methylbutanoyl)-7-azaspiro[4.5]decan-10-yl)methyl)quinazolin-4(3H)-one ClC=1C=C2C(N(C=NC2=CC1)CC1(CCN(CC12CCCC2)C([C@@H](CC(F)(F)F)C)=O)O)=O